3-Amino-2-chloro-4-methoxy-N-(1-methyltetrazol-5-yl)benzamide calcium-chromium iron [Fe].[Cr].[Ca].NC=1C(=C(C(=O)NC2=NN=NN2C)C=CC1OC)Cl